CC=1C(C=CC1)([Ti](C1C=CC=C1)[SiH3])C dimethyl-silyldicyclopentadienyl-titanium